NC1=NC=CC(=C1F)C1=CC=2C(NCCC2N1)=O 2-(2-amino-3-fluoropyridin-4-yl)-1,5,6,7-tetrahydro-4H-pyrrolo[3,2-c]pyridin-4-one